7-(6-(2-hydroxypropan-2-yl)pyridin-3-yl)-1-((trans-4-methoxycyclohexyl)methyl)-3,4-dihydropyrazino[2,3-b]pyrazin-2(1H)-one OC(C)(C)C1=CC=C(C=N1)C1=CN=C2C(=N1)N(C(CN2)=O)C[C@@H]2CC[C@H](CC2)OC